The molecule is an icosanoid anion that is the conjugate base of 8,9-EET, obtained by deprotonation of the carboxy group; major species at pH 7.3. It is an icosanoid anion, a long-chain fatty acid anion, a polyunsaturated fatty acid anion and an EET(1-). It is a conjugate base of an 8,9-EET. CCCCC/C=C\\C/C=C\\CC1C(O1)C/C=C\\CCCC(=O)[O-]